tert-butyl 4-[6-(5-chloro-2-fluorophenyl)-4-({2-[3-(4-methylpiperazin-1-yl)propanamido]pyridin-4-yl}amino)pyridazin-3-yl]-1,2,3,6-tetrahydropyridine-1-carboxylate ClC=1C=CC(=C(C1)C1=CC(=C(N=N1)C=1CCN(CC1)C(=O)OC(C)(C)C)NC1=CC(=NC=C1)NC(CCN1CCN(CC1)C)=O)F